OC(CN1C(NC(C=2N(C(=NC12)C1=CC=C(C=C1)OC1=C(C=CC=C1)OC(F)(F)F)C)=O)=O)C 3-(2-hydroxypropyl)-7-methyl-8-(4-(2-(trifluoromethoxy)phenoxy)phenyl)-3,7-dihydro-1H-purine-2,6-dione